2-Amino-N-{(8-chloro-1-cyano-5-(2-methyl-1,1-dioxido-thiomorpholino)imidazo[1,5-a]pyridin-6-yl)(cyclopropyl)-methyl}pyrazolo[1,5-a]pyrimidine-3-carboxamide trifluoro-acetate salt FC(C(=O)O)(F)F.NC1=NN2C(N=CC=C2)=C1C(=O)NC(C1CC1)C=1C=C(C=2N(C1N1CC(S(CC1)(=O)=O)C)C=NC2C#N)Cl